[SiH3]C1C(CCCC1)[SiH3] 1,2-disilylcyclohexane